cerium mandelate C(C(O)C1=CC=CC=C1)(=O)[O-].[Ce+3].C(C(O)C1=CC=CC=C1)(=O)[O-].C(C(O)C1=CC=CC=C1)(=O)[O-]